(rac)-3-chloro-N-(1-(3-(pyrimidin-2-yl)pyrazin-2-yl)ethyl)-5-(trifluoromethyl)benzamide ClC=1C=C(C(=O)N[C@H](C)C2=NC=CN=C2C2=NC=CC=N2)C=C(C1)C(F)(F)F |r|